C(C1=CC=CC=C1)N1[C@@H]2CC[C@H]([C@H](C1)OC1=C(C=CC=C1)OC)C2 (1R,4R,5S)-2-benzyl-4-(o-methoxyphenoxy)-2-azabicyclo[3.2.1]octane